C=CC1=CC=C(C=C1)S(=O)(=O)N 4-Styrenesulfonamide